C1(=CC=C(C=C1)NC(=O)[C@@H]1CC12CCN(CC2)C(=O)OC(C(F)(F)F)C(F)(F)F)C |r| 1,1,1,3,3,3-hexafluoro-propan-2-yl (±)-1-(p-tolyl-carbamoyl)-6-azaspiro[2.5]-octane-6-carboxylate